2,5-dihydroisochromeno[3,4-c]pyrazole C1=C2C(=NN1)OCC=1C=CC=CC12